4-[1-[(3-fluoropyrrolidin-3-yl)methyl]-5-(4-methylphenyl)pyrrolo[3,2-b]pyridin-6-yl]benzonitrile FC1(CNCC1)CN1C=CC2=NC(=C(C=C21)C2=CC=C(C#N)C=C2)C2=CC=C(C=C2)C